COC(C1=C(C=CC(=C1)C)Cl)=O.ClC1=C(C=C(CC2=NNC(C3=CC=C(C=C23)OC2CCC2)=O)C=C1)C(=O)N1CCN(CC1)C1=NC=C(C=N1)C(F)(F)F 4-(4-chloro-3-(4-(5-(trifluoromethyl)pyrimidin-2-yl)piperazine-1-carbonyl)benzyl)-6-cyclobutoxyphthalazin-1(2H)-one Methyl-2-chloro-5-methylbenzoate